2-(2',4'-dimethoxystyryl)-4,6-bis(trichloromethyl)s-triazine COC1=C(C=CC2=NC(=NC(=N2)C(Cl)(Cl)Cl)C(Cl)(Cl)Cl)C=CC(=C1)OC